C[C@@H]1[C@H](C(CC=C1)(C)C)C(\C=C\C)=O |r| rac-(e)-1-[rac-(1r,2s)-2,6,6-trimethylcyclohex-3-en-1-yl]but-2-en-1-one